NC=1SC(=C(N1)C(=O)OCC)CC(F)(F)F ethyl 2-amino-5-(2,2,2-trifluoroethyl)thiazole-4-carboxylate